2-amino-3-[6-(3-methyl-2-oxo-1,3-benzoxazol-5-yl)-1H-indol-2-yl]propanenitrile NC(C#N)CC=1NC2=CC(=CC=C2C1)C=1C=CC2=C(N(C(O2)=O)C)C1